(propane-1,3-diylbis(methylazanediyl))bis(decane-1,2-diyl) dioctanoate C(CCCCCCC)(=O)OC(CN(CCCN(C)CC(CCCCCCCC)OC(CCCCCCC)=O)C)CCCCCCCC